S(=O)(=O)(O)O[C@@H]1CC2=CC[C@H]3[C@@H]4CC[C@H]([C@@H](CCCC(C)CO)C)[C@]4(CC[C@@H]3[C@]2(CC1)C)C 5-cholesten-3β,27-diol 3-sulfate